(vinylsulfonyl)piperidine-4-carboxamide C(=C)S(=O)(=O)N1CCC(CC1)C(=O)N